C(C)(C)(C)OC(=O)N1CCC(CC1)C=1C=CC=2N(C1)C(=CN2)N2N=CC(=C2)C2=C(C=C(C(=C2)C(NC2CC2)=O)F)C 4-{3-[4-(5-cyclopropylcarbamoyl-4-fluoro-2-methyl-phenyl)-pyrazol-1-yl]-imidazo[1,2-a]pyridin-6-yl}-piperidine-1-carboxylic acid tert-butyl ester